1-((2-(trimethylsilyl)ethoxy)methyl)imidazole-2-carbaldehyde C[Si](CCOCN1C(=NC=C1)C=O)(C)C